C(C)OC1=C(C(=O)N)C(=CC(=C1)C(C)NCCCCC1=CC=CC=C1)OCC 2,6-diethoxy-4-{1-[(4-phenylbutyl)amino]ethyl}benzamide